2-(acetoxy)benzoic anhydride C(C)(=O)OC1=C(C(=O)OC(C2=C(C=CC=C2)OC(C)=O)=O)C=CC=C1